C(CCC)C1=CC=C(C=C1)NC1N(C(=NC(=N1)N)N1CCOCC1)C=1C=C(C=CC1)C N-(4-Butylphenyl)-6-morpholin-4-yl-N1-m-tolyl-[1,3,5]triazine-2,4-diamine